4-(2-ethylhexyloxy)-1-naphthol C(C)C(COC1=CC=C(C2=CC=CC=C12)O)CCCC